N-(4-(thien-2-ylthio)octyl)-4-methylbenzenesulfonamide S1C(=CC=C1)SC(CCCNS(=O)(=O)C1=CC=C(C=C1)C)CCCC